BrC=1C=CC(=C(C1)O)C=1C=2N(C(=NN1)N[C@H]1CN(CCC1)C(CO)C)C=CC2 5-bromo-2-(4-{[(3R)-1-(1-hydroxy-prop-2-yl)piperidin-3-yl]amino}pyrrolo[1,2-d][1,2,4]triazin-1-yl)phenol